FC1=C(C=C(C=C1)OC=1C(=C2C=CNC2=CC1F)CC1CN(C(O1)=O)C)C=1NC(=CN1)C(CCCCCC#N)(C)C1=CC(=CC=C1)I 7-(2-(2-Fluoro-5-((6-fluoro-4-((3-methyl-2-oxooxazolidin-5-yl)methyl)-1H-indol-5-yl)oxy)phenyl)-1H-imidazol-5-yl)-7-(3-iodophenyl)octanenitrile